(S)-2-(4-(6-amino-5-oxo-4,5-dihydropyrazine-2-carbonyl)-3,3-dimethylpiperazin-1-yl)-N-(5-(4-fluorophenoxy)pyridin-2-yl)propanamide NC=1C(NC=C(N1)C(=O)N1C(CN(CC1)[C@H](C(=O)NC1=NC=C(C=C1)OC1=CC=C(C=C1)F)C)(C)C)=O